2-(1-(3-chlorophenyl)cyclopropyl)-6-(2-(2-fluoro-3-(trifluoromethyl)phenyl)-2-hydroxyacetyl)-5,6,7,8-tetrahydropyrido[4,3-d]pyrimidin-4(3H)-one ClC=1C=C(C=CC1)C1(CC1)C=1NC(C2=C(N1)CCN(C2)C(C(O)C2=C(C(=CC=C2)C(F)(F)F)F)=O)=O